BrC1=CN=C(S1)C[C@H](C(=O)OC(C)(C)C)[C@@H]1CN(CC1)C(=O)OC(C)(C)C Tert-butyl (3R)-3-[(2S)-3-(5-bromo-1,3-thiazol-2-yl)-1-(tert-butoxy)-1-oxopropane-2-yl]pyrrolidine-1-carboxylate